FC(C(CC(=O)OCC)=O)(F)F ethyl 4,4,4-trifluoro-3-oxo-butanoate